C1(CC1)N1CCN(CC1)[C@@H]1C[C@H]2N(C3=C(OC2)C=C(C(=C3)OC)NC3=NC=NC(=C3)N3OCC[C@@H]3C3=CC=CC=C3)CC1 (6aR,8S)-8-(4-cyclopropylpiperazin-1-yl)-2-methoxy-N-(6-((R)-3-phenylisoxazolidin-2-yl)pyrimidin-4-yl)-6,6a,7,8,9,10-hexahydrobenzo[b]pyrido[1,2-d][1,4]oxazin-3-amine